N-(4-(bromomethyl)-2-isopropylphenyl)acetamide BrCC1=CC(=C(C=C1)NC(C)=O)C(C)C